CN(N)C(=O)N 1-methylhydrazine-1-carboxamide